Cl.C1NCCC12CCN(CC2)C=2C=CC(=NC2)NC2=CC(=NC=N2)C2=CC(=C(C=C2)[C@@H](C)NC(=O)C2=NC(=NO2)C(C)(C)C)C (R)-N-(1-(4-(6-((5-(2,8-diazaspiro[4.5]decan-8-yl)pyridin-2-yl)amino)pyrimidin-4-yl)-2-methylphenyl)ethyl)-3-(tert-butyl)-1,2,4-oxadiazole-5-carboxamide hydrochloride